FC(C=1C=C(C=C(C1)C(F)(F)F)N1C(NC(C(C1=O)=CC=1OC(=CC1)C#C)=O)=S)(F)F 1-(3,5-bis(trifluoromethyl)phenyl)-5-((5-ethynylfuran-2-yl)methylene)-2-thioxodihydropyrimidine-4,6(1H,5H)-dione